C1(CC1)OC1=C(C=NC=C1)C(=O)NC1=C(C(=C(C=C1)OC1=CC=NC2=CC(=C(C=C12)OC)OCCNC)F)F 4-cyclopropoxy-N-(2,3-difluoro-4-((6-methoxy-7-(2-(methylamino)ethoxy)quinolin-4-yl)oxy)phenyl)pyridine-3-carboxamide